COC(C(C)(C)OC=1C=C2CCN(CC2=CC1)C(=O)C=1C=C(C=CC1)C1=CC=C(C=C1)C(C)C)=O 2-(2-(4'-isopropyl-[1,1'-biphenyl]-3-carbonyl)-1,2,3,4-tetrahydroisoquinolin-6-oxy)-2-methylpropanoic acid methyl ester